(2R,3R,4S,5R)-2-(6-((3-ethynylphenyl)amino)-9H-purin-9-yl)-5-(hydroxymethyl)tetrahydrofuran-3,4-diol C(#C)C=1C=C(C=CC1)NC1=C2N=CN(C2=NC=N1)[C@@H]1O[C@@H]([C@H]([C@H]1O)O)CO